4-((3-fluoropyridin-2-yl)thio)-6-(5-methyl-1-(7-azaspiro[3.5]nonan-2-yl)-1H-pyrazol-4-yl)pyrazolo[1,5-a]pyridine-3-carbonitrile FC=1C(=NC=CC1)SC=1C=2N(C=C(C1)C=1C=NN(C1C)C1CC3(C1)CCNCC3)N=CC2C#N